2-((3-nitro-5-phenylpyridin-2-yl)oxy)acetic acid ethyl ester C(C)OC(COC1=NC=C(C=C1[N+](=O)[O-])C1=CC=CC=C1)=O